5-Fluoro-3-methyl-2-(4,4,5,5-tetramethyl-1,3,2-dioxaborolan-2-yl)phenol FC=1C=C(C(=C(C1)O)B1OC(C(O1)(C)C)(C)C)C